COC=1C=C(C=C2C(=NC=NC12)NCC=1N=NC(=CC1)C)C1=CC=C(C=N1)O 6-(8-Methoxy-4-(((6-methylpyridazin-3-yl)methyl)amino)quinazolin-6-yl)pyridin-3-ol